N1(CCC1)C1=CC(=C(C=N1)CO)C (6-(azetidin-1-yl)-4-methylpyridin-3-yl)methanol